21,23-difluoro-16-methoxy-8-oxa-11,19-diazatetracyclo[18.3.1.113,17.02,7]pentacosa-1(23),2,4,6,13,15,17(25),20(24),21-nonaene-12,18-dione FC=1C=2NC(C=3C(=CC=C(C(NCCOC4=CC=CC=C4C(=C(C1)F)C2)=O)C3)OC)=O